CC1=CC2=C(N=C(N=C2NCCCC2=CC=C(C=C2)C2=CC=C(C=C2)OC(F)(F)F)C(F)(F)F)S1 6-methyl-N-(3-(4'-(trifluoromethoxy)-[1,1'-biphenyl]-4-yl)propyl)-2-(trifluoromethyl)-thieno[2,3-d]pyrimidin-4-amine